C(#N)C=1C=C(C=CC1)N1N=C(C=C1C(=O)NC1=CC(=CC=C1)C(C1=CC(=CC=C1)OC(F)(F)F)NCC1CC1)C(F)(F)F (3-cyanophenyl)-N-(3-((cyclopropylmethylamino)(3-(trifluoromethoxy)phenyl)methyl)phenyl)-3-(trifluoromethyl)-1H-pyrazole-5-carboxamide